(1S,2S)-N-(5-((6-(1-fluorocyclopropyl)-8-(3-methyl-2,4-dioxoimidazolidin-1-yl)imidazo[1,2-a]pyridin-2-yl)methoxy)pyridazin-3-yl)-2-(4-methylpyrimidin-2-yl)cyclopropane-1-carboxamide FC1(CC1)C=1C=C(C=2N(C1)C=C(N2)COC=2C=C(N=NC2)NC(=O)[C@@H]2[C@H](C2)C2=NC=CC(=N2)C)N2C(N(C(C2)=O)C)=O